FC=1C(=NC=C(C1)[N+](=O)[O-])N1CCC2(CN(C2)C(=O)OC(C)(C)C)CC1 tert-butyl 7-(3-fluoro-5-nitro-2-pyridyl)-2,7-diazaspiro[3.5]nonane-2-carboxylate